C(C1=CC=CC=C1)N1CCSC2=C1C=C(C=C2)C=NS(=O)C(C)(C)C N-[(4-benzyl-2,3-dihydro-1,4-benzothiazin-6-yl)methylene]-2-methyl-propane-2-sulfinamide